N-(1-oxododecyl)-glutamic acid O=C(CCCCCCCCCCC)N[C@@H](CCC(=O)O)C(=O)O